ClC1=CC=C2C(=CNC2=C1)S(=O)(=O)NC1=CC(=C(C=C1)C#N)Cl 6-chloro-N-(3-chloro-4-cyanophenyl)-1H-indole-3-sulfonamide